tert-Butyl 3,5-difluorobenzyl(methyl)carbamate FC=1C=C(CN(C(OC(C)(C)C)=O)C)C=C(C1)F